guanosine-3'-triphosphate P(O)(=O)(OP(=O)(O)OP(=O)(O)O)O[C@H]1[C@H]([C@@H](O[C@@H]1CO)N1C=NC=2C(=O)NC(N)=NC12)O